CC1CC(NC1)C(=O)NCC1=CC=C(C=C1)C1=C(N=CS1)C 4-methyl-N-[[4-(4-methyl-1,3-thiazol-5-yl)phenyl]methyl]pyrrolidine-2-carboxamide